3-[[4-[5-isobutyl-3-methyl-2-(2H-tetrazol-5-yl)phenyl]piperazin-1-yl]-methyl]pyridazine C(C(C)C)C=1C=C(C(=C(C1)N1CCN(CC1)CC=1N=NC=CC1)C=1N=NNN1)C